1-(4-methoxyphenyl)-3-(2-naphthyl)propan-1-one COC1=CC=C(C=C1)C(CCC1=CC2=CC=CC=C2C=C1)=O